B([O-])([O-])[O-].CC(C(=O)O)(C(=O)O)F.CC(C(=O)O)(C(=O)O)F.[Li+].[Li+].[Li+] lithium bis(2-methyl-2-fluoromalonic acid) borate